(S)-2-(4-(methylcarbamoyl)phenyl)-N-(piperidin-3-yl)benzo[d]imidazo[2,1-b]thiazole-7-carboxamide CNC(=O)C1=CC=C(C=C1)C=1N=C2SC3=C(N2C1)C=CC(=C3)C(=O)N[C@@H]3CNCCC3